CN1C=NN=CC1=O 4-methyl-1,2,4-triazin-5-one